C1(CC1)C=1C=C(C=C(C1)N=C=O)NC(CC1=CC=CC=C1)=O N-(3-Cyclopropyl-5-isocyanatophenyl)-2-phenylacetamide